((2-chlorophenyl)carbamoyl)-4-cyclopropyl-2-fluoro-6-methoxy-benzamide ClC1=C(C=CC=C1)NC(=O)C=1C(=C(C(=O)N)C(=CC1C1CC1)OC)F